trans-9-isopropylcarbazole C(C)(C)N1C2=CC=CC=C2C=2C=CC=CC12